C[C@@](CC=C)(C(=O)O)N ALPHA-METHYL-D-ALLYLGLYCINE